C1(CC1)C=1NC(=NN1)C1CC2(CN(C2)C(=O)N2CC(C2)C2=CC=C(C=C2)N2C(C[C@@H](CC2)C(F)(F)F)=O)C1 |o1:29| (4R) or (4S)-1-[4-[1-[6-(5-Cyclopropyl-4H-1,2,4-triazol-3-yl)-2-azaspiro[3.3]heptane-2-carbonyl]azetidin-3-yl]phenyl]-4-(trifluoromethyl)piperidin-2-one